4-[(5-fluoropiperidin-3-yl)amino]-6-[4-(trifluoromethoxy)phenyl]pyrido[3,2-d]pyrimidine-8-carboxamide FC1CC(CNC1)NC=1C2=C(N=CN1)C(=CC(=N2)C2=CC=C(C=C2)OC(F)(F)F)C(=O)N